C(C=C)(=O)N1C[C@H](NCC1)C (R)-4-acryloyl-2-methylpiperazin